(E)-N-(3-chloro-4-fluorophenyl)-2-(hydroxyimino)acetamide ClC=1C=C(C=CC1F)NC(/C=N/O)=O